C(C)(C)(C)OC(=O)NC(C(=O)O)(C)C (t-butoxycarbonyl)amino-2-methylpropanoic acid